N-(6-Methoxy-1,3-benzoxazol-2-yl)-3,3,5-trimethylcyclohexan-1-carboxamid COC1=CC2=C(N=C(O2)NC(=O)C2CC(CC(C2)C)(C)C)C=C1